ClC=1C(=NN(C1C(=O)NC1=CC(=CC=C1)S(N)(=O)=O)CC1CCC(CC1)(F)F)C(F)(F)F 4-chloro-1-((4,4-difluorocyclohexyl)methyl)-N-(3-sulfamoylphenyl)-3-(trifluoromethyl)-1H-pyrazole-5-carboxamide